tris(4-(4,4,5,5-tetramethyl-1,3,2-dioxaborolan-2-yl)phenyl)amine CC1(OB(OC1(C)C)C1=CC=C(C=C1)N(C1=CC=C(C=C1)B1OC(C(O1)(C)C)(C)C)C1=CC=C(C=C1)B1OC(C(O1)(C)C)(C)C)C